FC(C1=NC=C(C=N1)[C@@H](C)NC(C1=CC(=CC(=C1)O[C@@H]1COCC1)C=1SC(=CN1)C)=O)F N-{(1R)-1-[2-(difluoromethyl)pyrimidin-5-yl]ethyl}-3-(5-methyl-1,3-thiazol-2-yl)-5-[(3S)-tetrahydrofuran-3-yloxy]benzamide